C1(CC1)C=1NC(=NN1)C1CC2(CN(C2)C(=O)N2CC(C2)C=2C=NC(=CC2)NC2CS(CC2)(=O)=O)C1 [6-(5-cyclopropyl-4H-1,2,4-triazol-3-yl)-2-azaspiro[3.3]heptan-2-yl]-[3-[6-[(1,1-dioxothiolan-3-yl)amino]-3-pyridyl]azetidin-1-yl]methanone